N=1C=NN2C1C=C(C=C2)OC2=CC(=C(C(=C2)C)NC2=NC=NC1=CC(=C(C=C21)NC(/C(=C\[C@@H]2N(CCC2)C)/F)=O)OC)OC (R,E)-N-(4-((4-([1,2,4]triazolo[1,5-a]pyridin-7-yloxy)-2-methoxy-6-methylphenyl)amino)-7-methoxyquinazolin-6-yl)-2-fluoro-3-(1-methylpyrrolidin-2-yl)acrylamide